vinyl-bis-tetrahydroindenyl zirconium dichloride [Cl-].[Cl-].C(=C)[Zr+2](C1CCC2CC=CC=C12)C1CCC2CC=CC=C12